3-(3,6-dihydro-2H-pyran-4-yl)-5-methoxyaniline O1CCC(=CC1)C=1C=C(N)C=C(C1)OC